3-(trimethoxysilyl)propyldimethylpalmitoleyl-ammonium chloride [Cl-].CO[Si](CCC[N+](CCCCCCCC\C=C/CCCCCC)(C)C)(OC)OC